ClC1=NC=C(C(=C1)NCC[C@H](C)OC1=C(C(=NN1C)C)C1=NC=CC(=N1)N)C#CC=1C=NN(C1)C (S)-2-(5-((4-((2-chloro-5-((1-methyl-1H-pyrazol-4-yl)ethynyl)pyridin-4-yl)amino)butan-2-yl)oxy)-1,3-dimethyl-1H-pyrazol-4-yl)pyrimidin-4-amine